C(C)(C)(C)OC(=O)N1C=C(C=2C1=NC=CC2)I tert-Butyl-3-iodo-1H-pyrrolo[2,3-b]pyridine-1-carboxylate